C(CCCCC)OC1=C(C2=CC=C(C(=C2C=C1)B(O)O)OCCCCCC)B(O)O (2,6-bis(hexyloxy)naphthalene-1,5-diyl)diboronic acid